(rac)-1-(1-ethyl-3,5-dimethyl-1H-pyrazol-4-yl)ethan-1-amine C(C)N1N=C(C(=C1C)[C@@H](C)N)C |r|